ClCCC[Si](OCC)(OCC)OCC 3-chloropropyl-triethoxysilan